CCCCCCCCCC(C(=O)O)N1C(=O)C=CC1=O Maleimidoundecanoic Acid